FC(S(=O)(=O)[O-])(F)F.C1(=C(C(=CC(=C1)C)C)[I+]C1=CC=NC=C1)C mesityl-(pyridin-4-yl)iodonium trifluoromethanesulfonate